(8S,13S)-8,13-dimethyl-19-(oxan-2-yl)-7,10,14-trioxa-4,19,20,23-tetraazatetracyclo[13.5.2.12,6.018,21]tricosa-1(20),2(23),3,5,15(22),16,18(21)-heptaene C[C@@H]1OC2=CN=CC(C3=NN(C=4C=CC(O[C@H](CCOC1)C)=CC34)C3OCCCC3)=N2